C(C1=CC=CC=C1)N1CC2(C1)CC(C2)NC(=O)N2[C@@H](CN(C[C@@H]2C)C2=CC=C(C=C2)S(=O)(=O)C)C (2R,6S)-N-{2-benzyl-2-azaspiro[3.3]heptan-6-yl}-4-(4-methanesulfonyl-phenyl)-2,6-dimethyl-piperazine-1-carboxamide